(3S,4R)-4-((5-chloro-4-((R)-9-fluoro-1,4-dimethyl-1,2,3,4-tetrahydrobenzo[4,5]imidazo[1,2-a]pyrimidin-7-yl)pyrimidin-2-yl)amino)tetrahydro-2H-pyran-3-ol ClC=1C(=NC(=NC1)N[C@H]1[C@@H](COCC1)O)C1=CC2=C(N=C3N2[C@@H](CCN3C)C)C(=C1)F